N1=C(C=CC2=CC=CC=C12)C[C@@H](N)C(=O)O β-(2-quinolyl)-D-alanine